C(C(=C)C)(=O)OCCC1=CC=C(C=C1)CCC 2-(4-propylphenyl)-ethyl methacrylate